C(C)C(CNC(CCCC(=O)O)=O)CCCC 5-((2-ethylhexyl)amino)-5-oxopentanoic acid